ethyl 2-(2-((7-(3-(((tert-butoxycarbonyl)amino)methyl)phenyl)benzofuran-5-yl)methoxy)-4-(5-cyanothiophen-2-yl)phenyl)acetate C(C)(C)(C)OC(=O)NCC=1C=C(C=CC1)C1=CC(=CC=2C=COC21)COC2=C(C=CC(=C2)C=2SC(=CC2)C#N)CC(=O)OCC